bis-iminopyridine iron [Fe].N=C1C(N=CC=C1)=N